C(C)(C)(C)OC(=O)N[C@H](C(=O)O)C1C(C1(C)C)(C)C (2S)-2-(tert-butoxycarbonyl-amino)-2-(2,2,3,3-tetramethylcyclopropyl)acetic acid